FC1=C2C=CC=NC2=C(C(=C1)F)C=1C=CC(=NC1CC)N 5-(5,7-difluoroquinolin-8-yl)-6-ethylpyridin-2-amine